BrC1=CC=C(CCNC(=O)C=2N=C(SC2)C#C)C=C1 N-(4-Bromophenethyl)-2-ethynylthiazole-4-carboxamide